(2S)-2-[(2S)-2-[6-(2,5-dioxo-2,5-dihydro-1H-pyrrol-1-yl)hexanamido]-N-methylpropanamido]propanoic acid O=C1N(C(C=C1)=O)CCCCCC(=O)N[C@H](C(=O)N(C)[C@H](C(=O)O)C)C